CC1=CC2=C(C(C(=CO2)S(=O)(=O)C2=CC=C(C=C2)F)=O)C=C1 7-methyl-3-((4-fluorophenyl)sulfonyl)-4H-benzopyran-4-one